3-vinyl(1-naphthyl)benzene C(=C)C=1C=C(C=CC1)C1=CC=CC2=CC=CC=C12